C(CC)(=O)C1=C(C=2NC3=CC=CC=C3SC2C=C1)CCCN(C)C propionyl-dimethylaminopropyl-phenothiazine